(R)-N-((1R)-1-(3,6-dimethyl-2-(3-methyltetrahydrofuran-3-yl)-4-oxo-3,4-dihydroquinazolin-8-yl)ethyl)-2-methylpropane-2-sulfinamide CN1C(=NC2=C(C=C(C=C2C1=O)C)[C@@H](C)N[S@](=O)C(C)(C)C)C1(COCC1)C